C(C)OC(CC(C1=C2CCNCC2=CC=C1)C1=CC2=C(N(N=N2)C)C(=C1)OC)=O 3-(7-methoxy-1-methyl-1H-benzo[d][1,2,3]triazol-5-yl)-3-(1,2,3,4-tetrahydroisoquinolin-5-yl)propionic acid ethyl ester